3-(3-bromophenyl)isoxazole BrC=1C=C(C=CC1)C1=NOC=C1